O1C(COC2=C1C=CC=C2)C(=O)N2CCNCC2 1-[(1,4-benzodioxan-2-yl)carbonyl]piperazine